2-(3,5-dichloro-4-((4-oxo-3,4-dihydropyrido[3,4-d]pyridazin-1-yl)oxy)phenyl)-3,5-dioxo-2,3,4,5-tetrahydro-1,2,4-triazine-6-carbonitrile ammonium salt [NH4+].ClC=1C=C(C=C(C1OC=1C2=C(C(NN1)=O)C=NC=C2)Cl)N2N=C(C(NC2=O)=O)C#N